[Na+].CCS(=O)(=O)[O-] 2-ethanesulfonic acid sodium salt